P(O)(=O)(OP(=O)(O)OP(=O)(O)O)OC[C@@H]1[C@H]([C@H]([C@@H](O1)N1C=NC=2C(N)=NC=NC12)N=[N+]=[N-])O 2'-azido-2'-deoxy-adenosine triphosphate